6-Chloro-9-methoxy-3-methyl-[1,2,4]triazolo[3,4-a]phthalazine ClC1=NN2C(C3=CC(=CC=C13)OC)=NN=C2C